3-((5-(aminomethyl)-1-(4,4,4-trifluorobutyl)-1H-benzo[d]imidazol-2-yl)methyl)-1-(2,2,2-trifluoroethyl)-1,3-dihydro-2H-imidazo[4,5-c]pyridin-2-one NCC1=CC2=C(N(C(=N2)CN2C(N(C3=C2C=NC=C3)CC(F)(F)F)=O)CCCC(F)(F)F)C=C1